(-)-hydroxyproline N1[C@@H](C[C@@H](O)C1)C(=O)O